2-(4-pyridyl)thiazole-5-carboxylic acid N1=CC=C(C=C1)C=1SC(=CN1)C(=O)O